ethyl (Z)-3-amino-5-(4-fluorophenyl)pent-2-enoate N\C(=C/C(=O)OCC)\CCC1=CC=C(C=C1)F